OC1(CC(=O)OC(C1)O)C 3,5-dihydroxyl-3-methyl-valerolactone